4-chloro-3-(N-(3-(4-hydroxybenzyl)-5-nitrophenyl)sulfamoyl)benzoate ClC1=C(C=C(C(=O)[O-])C=C1)S(NC1=CC(=CC(=C1)[N+](=O)[O-])CC1=CC=C(C=C1)O)(=O)=O